COC(=O)C1=C(CCCO1)C1=NC=C(C(=O)OC)C=C1[N+](=O)[O-] methyl 6-(6-(methoxycarbonyl)-3,4-dihydro-2H-pyran-5-yl)-5-nitronicotinate